2,2-difluoroethyl (CIS)-3-(methylsulfonamido)-2-((((CIS)-4-phenylcyclohexyl)oxy)methyl)-pyrrolidine-1-carboxylate CS(=O)(=O)N[C@@H]1[C@@H](N(CC1)C(=O)OCC(F)F)CO[C@@H]1CC[C@@H](CC1)C1=CC=CC=C1